bromo(tripyrrolidinyl)phosphonium hexafluorophosphate F[P-](F)(F)(F)(F)F.Br[P+](N1CCCC1)(N1CCCC1)N1CCCC1